N-{2-[4-(5,7-dimethoxy-4-oxo-3,4-dihydro-pyrido[2,3-d]pyrimidin-2-yl)-2,6-dimethyl-phenoxy]-ethyl}-acetamide COC1=CC(=NC=2N=C(NC(C21)=O)C2=CC(=C(OCCNC(C)=O)C(=C2)C)C)OC